COC1=CC=C(C=C1)S(=O)(=O)Cl 4-methoxy-benzenesulfonyl chloride